1-(3-(2-aminopyrimidin-5-yl)-4-methyl-1-phenyl-1H-pyrazol-5-yl)-3-((3R,4S)-4-phenyl-1-(2,2,2-trifluoroethyl)pyrrolidin-3-yl)urea NC1=NC=C(C=N1)C1=NN(C(=C1C)NC(=O)N[C@H]1CN(C[C@@H]1C1=CC=CC=C1)CC(F)(F)F)C1=CC=CC=C1